C(CC)OC(CCCCCC/C=C/CCO)OCCC (3E)-11,11-dipropoxy-3-undecene-1-ol